BrC1=C(OC=2C=NC(=NC2)C)C=CC(=C1)F 5-(2-Bromo-4-fluorophenoxy)-2-methylpyrimidine